cobalt (II) naphtholate C1(=CC=CC2=CC=CC=C12)[O-].[Co+2].C1(=CC=CC2=CC=CC=C12)[O-]